ClC1=CC=C(C(=N1)C1=CC2=C(OCCN2C=2C(=NC=CC2)N)C=N1)F [7-(6-chloro-3-fluoropyridin-2-yl)-1H,2H,3H-pyrido[3,4-b][1,4]oxazin-1-yl]pyridin-2-amine